C(C1=CC=CC=C1)O[C@@H]1[C@H](N(C[C@@H]([C@H]1OCC1=CC=CC=C1)OCC1=CC=CC=C1)CC1CCC2(CCCC2)CC1)C (2R,3R,4R,5S)-3,4,5-tris(benzyloxy)-2-methyl-1-(spiro[4.5]dec-8-ylmethyl)piperidine